[N+]1(=CN=CC=C1)[O-] pyrimidine-N-oxide